COC1=C(C=C(C=C1)NC1=NC=CC(=N1)NC)OCCC1N(CCC1)C N2-(4-methoxy-3-(2-(1-methylpyrrolidin-2-yl)ethoxy)phenyl)-N4-methylpyrimidine-2,4-diamine